4-{(S)-2-[(S)-2-(Methoxycarbonyl)-3-phenylpropanamido]-2-[4-(3,3,3-trifluoropropyl)thiazol-2-yl]ethyl}phenylsulfamic acid COC(=O)[C@H](C(=O)N[C@@H](CC1=CC=C(C=C1)NS(O)(=O)=O)C=1SC=C(N1)CCC(F)(F)F)CC1=CC=CC=C1